tert-Butyl (4-(4-methoxycarbonyl-2-aminobenzamido)phenethyl)carbamate COC(=O)C1=CC(=C(C(=O)NC2=CC=C(CCNC(OC(C)(C)C)=O)C=C2)C=C1)N